C1(=CC=CC=C1)N1C2=CC=CC=C2C=2C=C(C=CC12)Br N-phenyl-3-bromocarbazole